(R)-2-(methyl-d3)-2-(3-(3-methyl-1H-pyrazol-5-yl)-5-(3-methylmorpholino)isothiazolo[4,5-b]pyridin-7-yl)propanenitrile-3,3,3-d3 C(C(C#N)(C([2H])([2H])[2H])C1=C2C(=NC(=C1)N1[C@@H](COCC1)C)C(=NS2)C2=CC(=NN2)C)([2H])([2H])[2H]